FC(C=1C=C(OCC=2N=NN(C2)C2=NNC=C2C(=O)N)C=CC1)(F)F 3-[4-[(3-trifluoromethylphenoxy)methyl]-1H-1,2,3-triazole-1-yl]pyrazole-4-carboxamide